O1COC=2C1=CC=1C=NC=NC1C2 Dioxolano[4,5-g]Quinazoline